i-propyl glycolate C(CO)(=O)OC(C)C